Tert-butyl 3,5-bis(3-(4-(dimethylamino)butyl)ureido)benzoate CN(CCCCNC(NC=1C=C(C(=O)OC(C)(C)C)C=C(C1)NC(=O)NCCCCN(C)C)=O)C